(3S,5R)-6-oxo-9-phenyl-2,7,8-triazaspiro[4.5]dec-8-ene-3-carboxamide O=C1[C@]2(C[C@H](NC2)C(=O)N)CC(=NN1)C1=CC=CC=C1